tert-butyl (2-(4-((1R,3R)-2-(2,2-difluoro-3-hydroxypropyl)-3-methyl-2,3,4,9-tetrahydro-1H-pyrido[3,4-b]indol-1-yl)-3,5-difluorophenoxy)ethyl)(3-fluoropropyl)carbamate FC(CN1[C@@H](C=2NC3=CC=CC=C3C2C[C@H]1C)C1=C(C=C(OCCN(C(OC(C)(C)C)=O)CCCF)C=C1F)F)(CO)F